COC1=CC=C(CN(S(=O)(=O)C2=NNC=C2)CC2=CC=C(C=C2)OC)C=C1 N,N-bis(4-methoxybenzyl)-1H-pyrazole-3-sulphonamide